BrC=1C=CC(=NC1)OCCN1CCN(CC1)C(=O)C1=NOC(=N1)C1=C(C(=C(C(=C1)F)F)O)F (4-(2-((5-Bromopyridin-2-yl)oxy)ethyl)piperazin-1-yl)(5-(2,4,5-trifluoro-3-hydroxyphenyl)-1,2,4-oxadiazol-3-yl)methanone